4'-(2,4-bis(benzyloxy)-5-isopropyl-N-propylbenzamido)-5-(ethyl(tetrahydro-2H-pyran-4-yl)amino)-4-methyl-[1,1'-biphenyl]-3-carboxylic acid C(C1=CC=CC=C1)OC1=C(C(=O)N(CCC)C2=CC=C(C=C2)C2=CC(=C(C(=C2)N(C2CCOCC2)CC)C)C(=O)O)C=C(C(=C1)OCC1=CC=CC=C1)C(C)C